COS(=O)(=O)[O-].C(CCCCCCC\C=C/CCCCCCCC)(=O)C([NH+](CCO)CC)C(CCCCCCC\C=C/CCCCCCCC)=O dioleoyl-ethylhydroxyethyl-methyl-ammonium methyl-sulfate